6-[(2S)-2-aminopropyl]-2-ethyl-N-[(furan-2-yl)methyl]-7-methylthieno[3,2-d]pyrimidin-4-amine dihydrochloride Cl.Cl.N[C@H](CC1=C(C=2N=C(N=C(C2S1)NCC=1OC=CC1)CC)C)C